FC(C1(OC(=C(O1)Cl)F)C(F)(F)F)(F)F 2,2-bis(trifluoromethyl)-5-fluoro-4-chloro-1,3-dioxole